Cl\C=C/C(F)(Cl)Cl Z-1,3,3-trichloro-3-monofluoropropene